COC(=O)C=1C(=NC=CC1)OC 2-Methoxy-3-pyridinecarboxylic acid methyl ester